N1CCC2(CC1)C(CC1=CC=CC=C12)N dihydrospiro[indene-1,4'-piperidin]-2-amine